FC=1C=C2C[C@H](N(C2=CC1S(=O)(=O)N)C(=O)[C@@H]1CC2=CC=C(C=C2C1)C1=C(C(=CC(=C1)F)F)F)C (R)-5-fluoro-2-methyl-1-((R)-5-(2,3,5-trifluorophenyl)-2,3-dihydro-1H-indene-2-carbonyl)indoline-6-sulfonamide